N-(4-(2-((dimethylamino)methyl)phenyl)thiazol-2-yl)-5-(4-(methylsulfonyl)piperazin-1-yl)picolinamide hemiformate C(=O)O.CN(C)CC1=C(C=CC=C1)C=1N=C(SC1)NC(C1=NC=C(C=C1)N1CCN(CC1)S(=O)(=O)C)=O.CN(C)CC1=C(C=CC=C1)C=1N=C(SC1)NC(C1=NC=C(C=C1)N1CCN(CC1)S(=O)(=O)C)=O